trimethylsilane 2-(fluorosulfonyl)difluoroacetate FS(=O)(=O)C(C(=O)O)(F)F.C[SiH](C)C